N-(2-fluoro-6-methoxybenzyl)-2-oxo-2-(2-(thiazol-2-ylamino)-5,6-dihydro-1,7-naphthyridin-7(8H)-yl)acetamide Tert-butyl-(3-(6-cyano-1H-indol-3-yl)prop-2-yn-1-yl)carbamate C(C)(C)(C)N(C(O)=O)CC#CC1=CNC2=CC(=CC=C12)C#N.FC1=C(CNC(C(N2CCC=3C=CC(=NC3C2)NC=2SC=CN2)=O)=O)C(=CC=C1)OC